3-methyl-1,5-pentanediol acrylate C(C=C)(=O)OCCC(CCO)C